N(=C=O)CC1C2CCC(C1CN=C=O)C2 2,3-bis(isocyanatomethyl)bicyclo[2.2.1]heptane